(S)-6-phenyl-4-azaspiro[2.4]heptane C1(=CC=CC=C1)[C@H]1CNC2(CC2)C1